(R)-1-(methylamino)-3-(4-(4-(1-(pent-3-yl)-1H-pyrazol-4-yl)pyrazolo[1,5-a]pyrazin-6-yl)-1H-pyrazol-1-yl)propan-2-ol CNC[C@H](CN1N=CC(=C1)C=1N=C(C=2N(C1)N=CC2)C=2C=NN(C2)C(CC)CC)O